octyl 5-(diethylamino)-2-(phenylsulfonyl)-2,4-pentadienoate C(C)N(C=CC=C(C(=O)OCCCCCCCC)S(=O)(=O)C1=CC=CC=C1)CC